N-methyl-2-(((7-methyl-4-oxo-3,4-dihydrothieno[3,2-d]pyrimidin-2-yl)methyl)(propyl)amino)acetamide CNC(CN(CCC)CC=1NC(C2=C(N1)C(=CS2)C)=O)=O